CON=C(C(=O)NC)C1=C(C=CC=C1)C=NOC(C)C1=CC(=CC=C1)C(F)(F)F α-(methoxyimino)-N-methyl-2-[[[1-[3-(trifluoromethyl)phenyl]ethoxy]imino]-methyl]benzeneacetamide